ethyl 5-(3-((tert-butoxycarbonyl)amino)-3-(methylcarbamoyl)piperidin-1-yl)-2-(3-fluoro-4-methoxyphenyl)thiazole-4-carboxylate C(C)(C)(C)OC(=O)NC1(CN(CCC1)C1=C(N=C(S1)C1=CC(=C(C=C1)OC)F)C(=O)OCC)C(NC)=O